C(C)(C)(C)OC(=O)N[C@H](C(=O)OC)CO methyl (2S)-2-[(tert-butoxycarbonyl) amino]-3-hydroxypropanoate